COC1=C(OCCNC(C2=CC=C(C=C2)NC2=CC=NC3=CC(=CC=C23)C(F)(F)F)=O)C=CC=C1 N-[2-(2-methoxyphenoxy)ethyl]-4-[(7-trifluoromethylquinoline-4-yl)amino]benzamide